tert-butyl ((2-(trifluoromethyl)-6,7-dihydro-5H-benzo[b]imidazo[2,1-d][1,5]oxazocin-10-yl)methyl)carbamate FC(C=1N=C2C3=C(OCCCN2C1)C=C(C=C3)CNC(OC(C)(C)C)=O)(F)F